5-(4-methoxyphenyl)isoxazole-3-carboxylic acid ethyl ester C(C)OC(=O)C1=NOC(=C1)C1=CC=C(C=C1)OC